5-bromo-4-(2,6-dimethyl-4-nitrophenoxy)thiophene-2-carboxylic acid methyl ester COC(=O)C=1SC(=C(C1)OC1=C(C=C(C=C1C)[N+](=O)[O-])C)Br